C(C)(C)C1=CC=C(C(=O)Cl)C=C1 4-isopropylbenzoyl chloride